FC=1C=C(C=CC1OC1=CC=NC2=CC(=C(C=C12)OC)OCCCN1CC(C1)(C)O)NC(=O)C1=C2C(=CN(C1=O)C1=CC=C(C=C1)F)CCO2 N-(3-fluoro-4-((7-(3-(3-hydroxy-3-methylazetidin-1-yl)propoxy)-6-methoxyquinolin-4-yl)oxy)phenyl)-5-(4-fluorophenyl)-6-oxo-2,3,5,6-tetrahydrofuro[3,2-c]pyridine-7-carboxamide